CN1C=CC2=NC=3C=CC=CC3C(N21)=O methyl-1H,9H-pyrazolo[3,2-b]quinazolin-9-one